ClC=1N(N=C2C(N(N=CC21)C2CC(C2)C#N)=O)CC2=C(C=CC=C2)F (1r,3r)-3-(3-chloro-2-(2-fluorobenzyl)-7-oxo-2,7-dihydro-6H-pyrazolo[3,4-d]pyridazin-6-yl)cyclobutane-1-carbonitrile